BrC1=CC=2C(=NC=C(C2Cl)C(=O)O)N1COCC[Si](C)(C)C 2-bromo-4-chloro-1-(2-trimethylsilylethoxymethyl)pyrrolo[2,3-b]pyridine-5-carboxylic acid